BrC=1C=NC(=NC1)C(CO)(C)C 2-(5-bromopyrimidin-2-yl)-2-methylpropan-1-ol